tert-butyl (1-(5-hexyl-3,6-dimethoxypyridin-2-yl)propan-2-yl)carbamate C(CCCCC)C=1C=C(C(=NC1OC)CC(C)NC(OC(C)(C)C)=O)OC